FC1=C(C=CC(=C1)C(F)(F)F)C1=CC2(CN(C2)C(=O)C=2C=C3CN(C(C3=CC2)=O)C2C(NC(CC2)=O)=O)C1 3-(5-(6-(2-fluoro-4-(trifluoromethyl)phenyl)-2-azaspiro[3.3]hept-5-ene-2-carbonyl)-1-oxoisoindolin-2-yl)piperidine-2,6-dione